2-chloro-N-((1-(1-(phenylamino)cyclopentane-1-carbonyl)piperidin-4-yl)methyl)acetamide ClCC(=O)NCC1CCN(CC1)C(=O)C1(CCCC1)NC1=CC=CC=C1